NCC1=CC=C(C(=N1)I)OC1CC2(CN(C2)C(C(F)(F)F)=O)C1 1-(6-((6-(aminomethyl)-2-iodopyridin-3-yl)oxy)-2-azaspiro[3.3]heptan-2-yl)-2,2,2-trifluoroethan-1-one